Methyl 5-(5-formyl-2-furanyl)-2-hydroxybenzoate C(=O)C1=CC=C(O1)C=1C=CC(=C(C(=O)OC)C1)O